tris(2,4-dichlorophenyl)sulfonium hexafluorophosphate F[P-](F)(F)(F)(F)F.ClC1=C(C=CC(=C1)Cl)[S+](C1=C(C=C(C=C1)Cl)Cl)C1=C(C=C(C=C1)Cl)Cl